CN(C)CC1(CC1)COC=1N=C(C2=C(N1)CN(CC2)C2=CC=CC1=CC=CC(=C21)CC)N2CC(OC(C2)C(F)(F)F)CO (4-(2-((1-((dimethylamino)methyl)cyclopropyl)methoxy)-7-(8-ethylnaphthalen-1-yl)-5,6,7,8-tetrahydropyrido[3,4-d]pyrimidin-4-yl)-6-(trifluoromethyl)morpholin-2-yl)methanol